NC1=C(C=2C(=NC(=CN2)C2=CC=CC=C2)N1C1=C(C=CC(=C1)OC)C)C#N 6-amino-5-(5-methoxy-2-methyl-phenyl)-3-phenyl-pyrrolo[2,3-b]pyrazine-7-carbonitrile